NC=1N=NC(=CC1N1CC(CCC1)C1=C(C=C(C(=O)N2CCC(CC2)CN2CCC(CC2)N2C=CC3=CC(=C(C=C23)F)N2CNCC=C2)C=C1)C)C1=C(C=CC=C1)O 1-(1-(1-((1-(4-(1-(3-Amino-6-(2-hydroxyphenyl)pyridazin-4-yl)piperidin-3-yl)-3-methylbenzoyl)piperidin-4-yl)methyl)piperidin-4-yl)-6-fluoro-1H-indol-5-yl)dihydropyrimidine